2-t-butyl-9,10-bis(4-phenylphenyl)anthracene C(C)(C)(C)C1=CC2=C(C3=CC=CC=C3C(=C2C=C1)C1=CC=C(C=C1)C1=CC=CC=C1)C1=CC=C(C=C1)C1=CC=CC=C1